Cl.COC=1C=C(C=C(C1)OC)C1=CC(=CC=C1)S(=O)(=O)N1C=C(C=C1C1=C(C=CC=C1)F)CNC 1-(1-((3',5'-dimethoxy-[1,1'-biphenyl]-3-yl)sulfonyl)-5-(2-fluorophenyl)-1H-pyrrol-3-yl)-N-methyl-methylamine hydrochloride